6-amino-N-((1R)-1-(2-pyrimidinyl)ethyl)-N-((5-(trifluoromethyl)-2-pyridinyl)methyl)-2-phenanthridinecarboxamide NC=1N=C2C=CC(=CC2=C2C=CC=CC12)C(=O)N(CC1=NC=C(C=C1)C(F)(F)F)[C@H](C)C1=NC=CC=N1